1-(5-(4-bromo-3-((2,2,2-trifluoroethyl)amino)benzoyl)-2-(4-isopropylphenyl)-2,3,4,5,5a,6,8,9-octahydro-7H-1,2,5,7-tetraazabenzo[cd]azulen-7-yl)prop-2-en-1-one BrC1=C(C=C(C(=O)N2CCC=3N(N=C4CCN(CC2C34)C(C=C)=O)C3=CC=C(C=C3)C(C)C)C=C1)NCC(F)(F)F